C(#N)C1=C(C=CC=C1/C=C/C1=CC(=C(CN2[C@@H](CNCC2)C(=O)O)C=C1C)OCCOC)C1=CC=CC=C1 (S,E)-1-(4-(2-(2-cyano-[1,1'-biphenyl]-3-yl)vinyl)-2-(2-methoxyethoxy)-5-methylbenzyl)piperazine-2-carboxylic acid